O[C@H]1[C@@H](C2=CCC[C@H]([C@@H]2[C@H]1O)O)N1C(NC(C=C1)=O)=O 1-((1R,2S,3R,3aR,4R)-2,3,4-trihydroxy-2,3,3a,4,5,6-hexahydro-1H-inden-1-yl)pyrimidine-2,4(1H,3H)-dione